C12(CC3CC(CC(C1)C3)C2)CC(=O)OC[C@@H]2[C@H]([C@@H]([C@H](C(O)O2)NC(CCC)=O)O)O 6-O-(1-adamantaneacetyl)-2-N-butyryl-D-glucosamine